N1C(=CC2=CC=CC=C12)C(=O)N1[C@@H](C[C@H](C1)OC1=CC=CC=C1)C(=O)N[C@H](C=O)C[C@H]1C(NCC1)=O (2S,4R)-1-(1H-Indole-2-carbonyl)-N-((S)-1-oxo-3-((S)-2-oxopyrrolidin-3-yl)propan-2-yl)-4-phenoxypyrrolidine-2-carboxamide